BrC1=CC=CC(=N1)N(N)C 1-(6-bromo-2-pyridyl)-1-methyl-hydrazine